t-butyl-1,1-dimethyl-4-indanyl methyl ketone CC(=O)C=1C=2CC(C(C2C=CC1)(C)C)C(C)(C)C